4-(4-chlorophenyl)-6-(methylsulfonyl)-6,7-dihydro-5H-pyrrolo[3,4-b]pyridine ClC1=CC=C(C=C1)C1=C2C(=NC=C1)CN(C2)S(=O)(=O)C